[[2-[(2R,5S)-5-methyl-2-[3-(methylamino)phenyl]-1-piperidyl]-2-oxo-acetyl]amino]pyridine-3-carboxamide C[C@H]1CC[C@@H](N(C1)C(C(=O)NC1=NC=CC=C1C(=O)N)=O)C1=CC(=CC=C1)NC